4-(2-(4-chloro-2-fluorophenyl)-2-methyl-2,3-dihydrobenzofuran-7-yl)piperidine-1-carboxylic acid tert-butyl ester C(C)(C)(C)OC(=O)N1CCC(CC1)C1=CC=CC=2CC(OC21)(C)C2=C(C=C(C=C2)Cl)F